C(C)(C)(C)OC(=O)N1CCC(CC1)N1N=CC(=C1)C=1C=NC(=C(C1)C=1OC(=NN1)C1=NC=CC=C1)N 4-(4-(6-amino-5-(5-(pyridin-2-yl)-1,3,4-oxadiazol-2-yl)pyridin-3-yl)-1H-pyrazol-1-yl)piperidine-1-carboxylic acid tert-butyl ester